2-ethoxy-N-((5-methoxy-6-methyl-4-oxo-1,4-dihydropyridin-3-yl)methyl)-N,6-dimethylnicotinamide C(C)OC1=C(C(=O)N(C)CC2=CNC(=C(C2=O)OC)C)C=CC(=N1)C